Methyl 4-[1-[[4-[2-(2-cyanophenoxy)ethyl-methyl-amino]tetrahydropyran-4-carbonyl]amino]cyclopropyl]benzoate C(#N)C1=C(OCCN(C2(CCOCC2)C(=O)NC2(CC2)C2=CC=C(C(=O)OC)C=C2)C)C=CC=C1